C(C)(C)(C)OC(=O)N/C(/N1C[C@@H](CCC1)C1=NC(=NO1)C1=CC(=C(C=C1)OCCCCCCC)C(F)(F)F)=N/C(OC(C)(C)C)=O tert-butyl (R,Z)-(((tert-butoxycarbonyl)amino)(3-(3-(4-(heptyloxy)-3-(trifluoromethyl)phenyl)-1,2,4-oxadiazol-5-yl)piperidin-1-yl)methylene)carbamate